zinc aluminum magnesium water O.[Mg].[Al].[Zn]